succinimidyl glutarate C(CCCC(=O)[O-])(=O)ON1C(CCC1=O)=O